oxalic acid, sulfamic acid salt S(N)(O)(=O)=O.C(C(=O)O)(=O)O